ClC[C@@H](C(=O)[O-])F (R)-3-chloro-2-fluoropropanoate